2-[(2-aminoethyl)(2,4,6-trimethylphenyl)amino]-9,10-dimethoxy-6H,7H-pyrimido[4,3-a]isoquinolin-4-one NCCN(C=1C=C2N(CCC3=CC(=C(C=C23)OC)OC)C(N1)=O)C1=C(C=C(C=C1C)C)C